N-((4aS,9bR)-2-(4-(4-fluorophenyl)-4-hydroxybutyl)-2,3,4,4a,5,9b-hexahydro-1H-pyrido[4,3-b]indol-6-yl)acetamide FC1=CC=C(C=C1)C(CCCN1C[C@@H]2[C@@H](NC=3C(=CC=CC23)NC(C)=O)CC1)O